N=1C=NN2C=NC(=CC21)OC2=C(C=C(C=C2)NC2=NC=NC1=CC=C(C(=C21)O[C@@H]2C(CN(CC2)C)(F)F)O[C@@H]2COCC2)C N-(4-([1,2,4]triazolo[1,5-c]pyrimidin-7-yloxy)-3-methylphenyl)-5-(((S)-3,3-difluoro-1-methylpiperidin-4-yl)oxy)-6-(((S)-tetrahydrofuran-3-yl)oxy)quinazolin-4-amine